BrC1C(NSC1)=O 4-Bromoisothiazolin-3-one